2,2',2''-[2-(aminomethyl)-1,4,7-triazacyclononane-1,4,7-triyl]triacetic acid NCC1N(CCN(CCN(C1)CC(=O)O)CC(=O)O)CC(=O)O